(S)-3-(4-((1-cyclopentyl-3-(3,5-dichloro-4-hydroxyphenyl)-1H-indazol-6-yl)methoxy)phenyl)butanoic acid C1(CCCC1)N1N=C(C2=CC=C(C=C12)COC1=CC=C(C=C1)[C@H](CC(=O)O)C)C1=CC(=C(C(=C1)Cl)O)Cl